Cl.N[C@H]1CN(CC1)C1=C(C=C(C=C1)Cl)C1=NC=NN2C1=CC(=C2)CN2C(C1C(C1C2=O)(C)C)=O 3-((4-(2-((R)-3-aminopyrrolidin-1-yl)-5-chlorophenyl)pyrrolo[2,1-f][1,2,4]triazin-6-yl)methyl)-6,6-dimethyl-3-azabicyclo[3.1.0]hexane-2,4-dione hydrochloride